The molecule is an ilicicolin that is 2,4-dihydroxy-6-methyl-benzaldehyde which is substituted at position 3 by a (2E,6E)-3,7,11-trimethyldodeca-2,6,10-trien-1-yl group. It is an ilicicolin, a member of benzaldehydes and a member of resorcinols. CC1=CC(=C(C(=C1C=O)O)C/C=C(\\C)/CC/C=C(\\C)/CCC=C(C)C)O